6-(4-isopropyl-3-(5-(1-neopentylpiperidin-4-yl)pyrimidin-2-yl)-1H-pyrazol-5-yl)-8-methyl-[1,2,4]triazolo[1,5-a]pyridine C(C)(C)C=1C(=NNC1C=1C=C(C=2N(C1)N=CN2)C)C2=NC=C(C=N2)C2CCN(CC2)CC(C)(C)C